1-(4-(4-fluorobenzyl)-8,8-dimethyl-7,8-dihydro-6H-pyrrolo[2,3-e][1,2,4]triazolo[1,5-a]pyridin-6-yl)ethan-1-one FC1=CC=C(CC=2C=3N(C4=C(C2)N(CC4(C)C)C(C)=O)N=CN3)C=C1